FC(CN1N=CC=2C1=NC(=CN2)N2C[C@@H]1[C@H](C2)CN(C1)C1=NC(=CC=C1)C(F)(F)F)F [(3aR,6aS)-5-[1-(2,2-difluoroethyl)-1H-pyrazolo[3,4-b]pyrazin-6-yl]-octahydropyrrolo[3,4-c]pyrrol-2-yl]-6-(trifluoromethyl)pyridine